C(C)OC=1C=C(C=CC1OC)C=1C=C(C=NC1)C=1CB(OC1)O (R)-4-(5-mono(3-ethoxy-4-methoxyphenyl)pyridin-3-yl)1,2-oxaborol-2-ol